CN(C(=O)NC)C(C)C1=CNC(C2=CC=CC=C12)=O 1,3-dimethyl-1-(1-(1-oxo-1,2-dihydroisoquinolin-4-yl)ethyl)urea